[(1R,2S,4R)-4-{[5-({4-[(S)-(3-chlorophenyl)(cyclopropyl)hydroxymethyl]-2-thienyl}carbonyl)pyrimidin-4-yl]amino}-2-hydroxycyclopentyl]methyl sulfamate S(N)(OC[C@@H]1[C@H](C[C@@H](C1)NC1=NC=NC=C1C(=O)C=1SC=C(C1)[C@](O)(C1CC1)C1=CC(=CC=C1)Cl)O)(=O)=O